NC1=C(C(NC2=C(C=CC=C12)C=1C(=NC=NC1)OC)=O)C(=O)NCCC 4-Amino-8-(4-methoxypyrimidin-5-yl)-2-oxo-N-propyl-1H-quinoline-3-carboxamide